Methyl 3-(3-(4-(3-(3-cyanophenyl)ureido)phenoxy)azetidin-1-yl)-2-(1H-pyrrol-1-yl)benzoate C(#N)C=1C=C(C=CC1)NC(NC1=CC=C(OC2CN(C2)C=2C(=C(C(=O)OC)C=CC2)N2C=CC=C2)C=C1)=O